O[C@H](C)C=1C=C2C(=NC1)N(C=C2C=2C=C(C=NC2)C2=CC=C(C=C2)N2C(CCC2)=O)C (R)-1-(4-(5-(5-(1-hydroxyethyl)-1-methyl-1H-pyrrolo[2,3-b]pyridin-3-yl)pyridin-3-yl)phenyl)pyrrolidin-2-one